C(C)OC(CC(C1=CC=CC=C1)C1=C2CCN(CC2=CC=C1)CC1=CC=CC=C1)=O 3-(2-benzyl-1,2,3,4-tetrahydroisoquinolin-5-yl)3-phenylpropionic acid ethyl ester